1,2,3,4-tetrahydrophthalic anhydride C1(C2C(C(=O)O1)CCC=C2)=O